P(=O)(O)(O)O.C(CCCCCCCCCCCC)OCCCCCCCCCCCCC monotridecyl ether phosphate